BrC1=C(C(=CC(=C1)Cl)C(N)=O)NC(=O)C=1N(N=C(C1)Cl)C1CC1 N-(2-bromo-6-carbamoyl-4-chloro-phenyl)-5-chloro-2-cyclopropyl-pyrazole-3-carboxamide